(R)-5-((1-(sec-butyl)-3-(4-(trifluoromethoxy)phenyl)ureido)methyl)pyrazolo[1,5-a]pyridine-3-carboxamide [C@@H](C)(CC)N(C(=O)NC1=CC=C(C=C1)OC(F)(F)F)CC1=CC=2N(C=C1)N=CC2C(=O)N